ClC1=C(C=CC=C1)[C@H]1CC[C@H](N1C(C1=CC=C(C=C1)C1=NC=CN=C1OC)=O)C(=O)O (2S,5R)-5-(2-chlorophenyl)-1-(4-(3-methoxypyrazin-2-yl)benzoyl)pyrrolidine-2-carboxylic acid